tert-Butyl (R)-2-((2-(4-bromo-1H-pyrrol-2-yl)ethyl)amino)propionate BrC=1C=C(NC1)CCN[C@@H](C(=O)OC(C)(C)C)C